NCCCN1CCC(CC1)CO [1-(3-aminopropyl)-4-piperidinyl]methanol